CN1C(CC2=CC(=CC=C12)C)=NS(=O)(=O)C1=CC=C(C=C1)C N-(1,5-dimethylindol-2-ylidene)-4-methylbenzenesulfonamide